(S)-6-((imidazo[1,2-a]pyridin-6-yl(1-(1-(trifluoromethyl)cyclopropyl)-1H-1,2,3-triazol-4-yl)methyl)amino)-4-(neopentylamino)quinoline-3,8-dicarbonitrile N=1C=CN2C1C=CC(=C2)[C@@H](C=2N=NN(C2)C2(CC2)C(F)(F)F)NC=2C=C1C(=C(C=NC1=C(C2)C#N)C#N)NCC(C)(C)C